2-(3-allyl-4,4-difluoropiperidin-1-yl)-4-chloro-6-methoxypyrimidine C(C=C)C1CN(CCC1(F)F)C1=NC(=CC(=N1)Cl)OC